C(CCCCC)C(CO)CCCCCC 2-hexyl-1-octanol